C(C)(C)(C)ON1C[C@H](CCC1)O (S)-1-tert-butyloxy-3-hydroxypiperidine